(R)-1-[1-(2,2,2-trifluoroethyl)-1H-pyrazolo[3,4-c]pyridin-5-yl]ethan-1-amine hydrochloride Cl.FC(CN1N=CC=2C1=CN=C(C2)[C@@H](C)N)(F)F